C(C)(C)(C)OC(=O)N1CC2(C1)CC(C2)OS(=O)(=O)C2=CC=C(C)C=C2.C(C)N2CC=1N(CC2)N=C(C1C1=CC(=NC=C1)NC(C)=O)C1=CC=C(C=C1)F N-(4-(5-ethyl-2-(4-fluorophenyl)-4,5,6,7-tetrahydropyrazolo[1,5-a]pyrazin-3-yl)pyridin-2-yl)acetamide tert-butyl-6-(tosyloxy)-2-azaspiro[3.3]heptane-2-carboxylate